4-[5-(4-chloro-1H-indole-2-carbonyl)-4H,5H,6H,7H-pyrazolo[1,5-a]pyrazine-3-carbonyl]-8-oxa-4-azaspiro[2.6]nonane ClC1=C2C=C(NC2=CC=C1)C(=O)N1CC=2N(CC1)N=CC2C(=O)N2C1(CC1)COCCC2